CC(C)(C=C)C1=C2C(=C(C=C1O)OC)C=C(C(=O)O2)C3=C(C=C(C=C3)O)O The molecule is a member of the class of coumarins that is coumarin substituted by a hydroxy group at position 7, a methoxy group at position 5, a 2-methylbut-3-en-2yl group at position 8 and a 2,4-dihydroxyphenyl group at position 3. It has been isolated from Glycyrrhiza uralensis. It has a role as a plant metabolite. It is a member of coumarins, a member of resorcinols and an aromatic ether. It derives from a coumarin.